N-(7-(4-hydroxyphenyl)-8,9,10,11-tetrahydro-3H-pyrazolo[4,3-a]phenanthridin-9-yl)acetamide OC1=CC=C(C=C1)C1=NC2=CC=C3C(=C2C=2CCC(CC12)NC(C)=O)C=NN3